C(CC)OC1=CC=C(C=C1)C1=NOC(=N1)N 3-(4-propoxyphenyl)-1,2,4-oxadiazole-5-amine